1-methyl-N-propyl-1,6-dihydroimidazo[4,5-d]pyrrolo[2,3-b]pyridine-8-carboxamide CN1C=NC=2C1=C1C(=NC2)NC=C1C(=O)NCCC